benzyl (2S,4R)-4-(difluoromethoxy)-1-[2-[(3-phenoxybenzoyl)amino] acetyl]pyrrolidine-2-carboxylate FC(O[C@@H]1C[C@H](N(C1)C(CNC(C1=CC(=CC=C1)OC1=CC=CC=C1)=O)=O)C(=O)OCC1=CC=CC=C1)F